((3-bromopropyl)azanediyl)bis(nonane-9,1-diyl) bis(2-butyloctanoate) C(CCC)C(C(=O)OCCCCCCCCCN(CCCCCCCCCOC(C(CCCCCC)CCCC)=O)CCCBr)CCCCCC